8-((cyclopropylmethyl)sulfonyl)-1,7-dimethyl-3-(3-phenylprop-2-yn-1-yl)-3,7-dihydro-1H-purine-2,6-dione C1(CC1)CS(=O)(=O)C1=NC=2N(C(N(C(C2N1C)=O)C)=O)CC#CC1=CC=CC=C1